8-(2-(azetidin-3-yl)ethyl)pyrido[2,3-d]pyrimidin-7(8H)-one N1CC(C1)CCN1C(C=CC2=C1N=CN=C2)=O